C(C)(C)(C)OC(=O)N(C(OC(C)(C)C)=O)C1=NC(=C(C(=N1)Cl)C)C1=C(C=CC=C1C)C(C)C tert-Butyl N-tert-butoxycarbonyl-N-[4-chloro-6-(2-isopropyl-6-methyl-phenyl)-5-methyl-pyrimidin-2-yl]carbamate